O1C[C@H](CC1)NC1=CC=C(C=N1)N1C(NC2=C1C=CC=C2)=O (S)-1-(6-((tetrahydrofuran-3-yl)amino)pyridin-3-yl)-1H-benzo[d]imidazol-2(3H)-one